C(C)OC(CCC(=O)C1=NC(=CC(=C1O)Br)C)=O 4-(4-Bromo-3-hydroxy-6-methyl-pyridin-2-yl)-4-oxo-butyric acid ethyl ester